BrC1=C(C=NN(C1=O)C)N[C@@H]1C[C@@H](CN(C1)C)C1=CC=C(C(=O)N2CCN(CC2)C2=C3C(N(C(C3=CC=C2)=O)C2C(NC(CC2)=O)=O)=O)C=C1 4-(4-(4-((3R,5R)-5-((5-bromo-1-methyl-6-oxo-1,6-dihydropyridazin-4-yl)amino)-1-methylpiperidin-3-yl)benzoyl)piperazin-1-yl)-2-(2,6-dioxopiperidin-3-yl)isoindoline-1,3-dione